(S)-2-amino-N-(3-fluoro-4-(1-methyl-6-oxo-1,6-dihydropyridazin-3-yl)phenyl)-3,3-diphenylpropanamide hydrochloride Cl.N[C@H](C(=O)NC1=CC(=C(C=C1)C1=NN(C(C=C1)=O)C)F)C(C1=CC=CC=C1)C1=CC=CC=C1